O=C(C(=O)N[C@@H](C)C(=O)OC)[C@H]1N(CCC1)C(CNC(=O)C1=CC=NC2=CC=CC=C12)=O Methyl (2-oxo-2-((S)-1-((chinolin-4-carbonyl)glycyl)pyrrolidin-2-yl)acetyl)alaninat